N-[(1S)-1-[5-cyclopropyl-2-[6-(methylcarbamoyl)pyrimidin-4-yl]-1,2,4-triazol-3-yl]ethyl]carbamic acid tert-butyl ester C(C)(C)(C)OC(N[C@@H](C)C=1N(N=C(N1)C1CC1)C1=NC=NC(=C1)C(NC)=O)=O